6-Fluoro-8-(6-fluoro-1-methylsulfonylindazol-4-yl)-1,4,4,9-tetramethyl-5H-pyrazolo[4,3-c]chinolin FC1=CC(=C(C=2C3=C(C(NC12)(C)C)C=NN3C)C)C3=C1C=NN(C1=CC(=C3)F)S(=O)(=O)C